tert-butyl (4S)-4-[3-[[6-[(2,4-dichloropyrimidine-5-carbonyl)sulfamoyl]-2-pyridyl]amino]propyl]-2,2-dimethyl-pyrrolidine-1-carboxylate ClC1=NC=C(C(=N1)Cl)C(=O)NS(=O)(=O)C1=CC=CC(=N1)NCCC[C@H]1CC(N(C1)C(=O)OC(C)(C)C)(C)C